BrC1=CC=2C(=C(N=NC2Cl)C)N=C1 3-bromo-5-chloro-8-methyl-pyrido[2,3-d]pyridazine